2,4-dimethylbenzonitrile CC1=C(C#N)C=CC(=C1)C